1-[(2-methanesulfonylphenyl)(phenyl)methyl]-4-(5-methylpyridine-3-carbonyl)piperazine CS(=O)(=O)C1=C(C=CC=C1)C(N1CCN(CC1)C(=O)C=1C=NC=C(C1)C)C1=CC=CC=C1